BrC1=CC=C(C=C1)C1=CC(=CC=2C3=CC(=CC=C3NC12)C(C)(C)C)C(C)(C)C (4-bromophenyl)-3,6-di-tert-butyl-9h-carbazole